C(#N)C=1C=C(C=C(C1)C#N)C1=CC(=CC=C1)C=1N=C(SC1)NC(CNC(C1=CC(=CC=C1)S(=O)(=O)C(C)C)=O)=O N-(2-((4-(3',5'-dicyano-[1,1'-biphenyl]-3-yl)thiazol-2-yl)amino)-2-oxoethyl)-3-(isopropylsulfonyl)benzamide